BrC=1N=C(N2C1C(=NC=C2)Cl)Br 1,3-dibromo-8-chloroimidazo[1,5-a]pyrazine